FC=1C=CC2=C(C(=C(O2)[C@H](C(C)C)NC(NC=2C=NC(=NC2)N2CC(C2)C(=O)N)=O)C)C1 (S)-1-(5-(3-(1-(5-fluoro-3-methylbenzofuran-2-yl)-2-methylpropyl)ureido)pyrimidin-2-yl)azetidine-3-carboxamide